4-Chloro-N-(2,3-dihydro-1H-inden-2-yl)-6-(m-tolylamino)pyridineamide ClC1=CC(=NC(=C1)NC=1C=C(C=CC1)C)C(=O)NC1CC2=CC=CC=C2C1